BrC1=NNC2=NC(=CN=C21)N2CCC1(CC2)[C@@H](C2=CC=CC=C2C1)N[S@](=O)C(C)(C)C (R)-N-((S)-1'-(3-bromo-1H-pyrazolo[3,4-b]pyrazin-6-yl)-1,3-dihydrospiro[inden-2,4'-piperidin]-1-yl)-2-methylpropan-2-sulfinamide